1-[(3S)-3-hydroxypyrrolidin-1-yl]prop-2-en-1-one O[C@@H]1CN(CC1)C(C=C)=O